rac-(1S*,2S*)-2-(5-chloro-2-(1H-tetrazol-1-yl)phenyl)-N-(6-(((6-cyclopropylimidazo[1,2-a]pyridin-2-yl)methyl)amino)pyrimidin-4-yl)cyclopropane-1-carboxamide ClC=1C=CC(=C(C1)[C@@H]1[C@H](C1)C(=O)NC1=NC=NC(=C1)NCC=1N=C2N(C=C(C=C2)C2CC2)C1)N1N=NN=C1 |r|